(R)-2-Amino-3-(5-(4-((5-chloropyridin-2-yl)oxy)phenyl)-2H-tetrazol-2-yl)propan-1-ol N[C@@H](CO)CN1N=C(N=N1)C1=CC=C(C=C1)OC1=NC=C(C=C1)Cl